CS(=O)(=O)N1C=C(C=C1)C(C)=O 1-(1-methanesulfonylpyrrol-3-yl)ethanone